C[Sn](CCCC)CCCC methyl-dibutyl-tin